N[N+]1=NN(C=C1)CC=C 1-amino-3-(2-propenyl)-1,2,3-triazolium